(R)-4-(2-chloro-7-(methylsulfonyl)-7H-pyrrolo[2,3-d]pyrimidin-4-yl)-3-methylmorpholine ClC=1N=C(C2=C(N1)N(C=C2)S(=O)(=O)C)N2[C@@H](COCC2)C